methyl 7-fluorobenzo[d]isoxazole-3-carboxylate FC1=CC=CC=2C(=NOC21)C(=O)OC